NCC1CCN(CC1)C(=O)C1=C(C=C(C=C1)NC=1C=2N(C=CN1)C(=CN2)C2=CC=C(C=C2)OC)C [4-(aminomethyl)piperidin-1-yl]-[4-[[3-(4-methoxyphenyl)imidazo[1,2-a]pyrazin-8-yl]amino]-2-methylphenyl]methanone